C(C)C1CC(CCC1)NC(=O)CC(CC(=O)NC1CC(CCC1)CC)C(=O)NC1CC(CCC1)CC 1,2,3-propanetricarboxylic acid tris(3-ethylcyclohexylamide)